{[(2S,4S)-4-({2-[(4-Cyano-2-fluorophenoxy)methyl]pyrimidin-4-yl}oxy)-2-methylpiperidin-1-yl]methyl}-1-[2-(2,2,2-trifluoroethoxy)ethyl]-1H-1,3-benzodiazole-6-carboxylic acid C(#N)C1=CC(=C(OCC2=NC=CC(=N2)O[C@@H]2C[C@@H](N(CC2)CC2=NC3=C(N2CCOCC(F)(F)F)C=C(C=C3)C(=O)O)C)C=C1)F